C(C\C=C/C\C=C/CCCCC)O (Z,Z)-3,6-Dodecadien-1-ol